C1(CCCC1)C(C)(O)C=1C=C(C(=O)N2CC3(C4=CC(=CC=C24)NS(=O)(=O)C)CCC2(CC3)CC2)C=CC1 N-(1''-(3-(1-cyclopentyl-1-hydroxyethyl)benzoyl)dispiro[cyclopropane-1,1'-cyclohexane-4',3''-indoline]-5''-yl)methanesulfonamide